C1(CCCCC1)[C@@H](C(NC1=CC=C2C(=C1)NC(C21CCOCC1)=O)=O)NC(=O)C=1N(N=C(C1)C)C(F)F N-{(1S)-1-Cyclohexyl-2-oxo-2-[(2-oxospiro[1H-indole-3,4'-oxane]-6-yl)amino]ethyl}-2-(difluoromethyl)-5-methylpyrazole-3-carboxamide